N1CC(C1)N1N=CC(=C1)C1=NNC2=CN=C(C=C21)C2=C(C=C(C=C2F)CNC)F 1-(4-(3-(1-(azetidin-3-yl)-1H-pyrazol-4-yl)-1H-pyrazolo[3,4-c]pyridin-5-yl)-3,5-difluorophenyl)-N-methylmethanamine